1-((2-(2-(2,6-dioxopiperidin-3-yl)-1-oxoisoindolin-5-yl)pyridin-4-yl)methyl)-N,N-diethylpiperidine-3-carboxamide O=C1NC(CCC1N1C(C2=CC=C(C=C2C1)C1=NC=CC(=C1)CN1CC(CCC1)C(=O)N(CC)CC)=O)=O